1,1,1-trifluoro-N-[2,3,4-trimethyl-5-(morpholine-4-carbonyl)phenyl]methanesulfonamide FC(S(=O)(=O)NC1=C(C(=C(C(=C1)C(=O)N1CCOCC1)C)C)C)(F)F